CC=1C=C(C=CC1C)C(CN1N=C(C(=C1C(=O)OCC)I)C(=O)OCC)=O Diethyl 1-[2-(3,4-dimethylphenyl)-2-oxoethyl]-4-iodo-1H-pyrazole-3,5-dicarboxylate